tert-butyl 4-{4-[1-(2,6-dioxopiperidin-3-yl)-3-methyl-2-oxo-1,3-benzodiazol-4-yl]butyl}piperidine-1-carboxylate O=C1NC(CCC1N1C(N(C2=C1C=CC=C2CCCCC2CCN(CC2)C(=O)OC(C)(C)C)C)=O)=O